ClC1=C(C(=CC(=C1)[N+](=O)[O-])Cl)OC(C(=O)OC1=C(C=C(C=C1Cl)[N+](=O)[O-])Cl)=O bis(2,6-dichloro-4-nitrophenyl)-Oxalat